[C@@H]1(NCCC12CCCCC2)CC=O 2-((R)-2-azaspiro[4.5]dec-1-yl)ethan-1-one